N-((2-(7-((R)-3-aminopiperidine-1-carbonyl)-5-methoxy-3-methylimidazo[1,2-a]pyridin-2-yl)-1-(cyclopropylmethyl)-1H-pyrrolo[2,3-b]pyridin-6-yl)(cyclopropyl)methyl)acetamide N[C@H]1CN(CCC1)C(=O)C1=CC=2N(C(=C1)OC)C(=C(N2)C2=CC=1C(=NC(=CC1)C(NC(C)=O)C1CC1)N2CC2CC2)C